ClC1=C(C2=C(NC(O[C@@]23CN(CCC3)C(=O)C3=NN=C(N3)CC3=CC(=C2C=NNC2=C3)C)=O)C=C1)F (R)-6-Chloro-5-fluoro-1'-(5-((4-methyl-1H-indazol-6-yl)methyl)-4H-1,2,4-triazole-3-carbonyl)spiro[benzo[d][1,3]oxazine-4,3'-piperidin]-2(1H)-one